BrC=1C=CC=2N(C3=CC=CC=C3C2C1)C1=CC(=CC=C1)C1=NC2=CC=CC=C2C(=N1)C1=CC=CC=C1 3-bromo-9-(3-(4-phenylquinazolin-2-yl)phenyl)-9H-carbazole